ClC/C=C(\CC\C=C(/C=O)\C)/CCl (2Z,6E)-8-Chloro-6-chloromethyl-2-methyl-2,6-octadienal